C1(CCCC1)C1=CC(=NN1)NC1=NC(=NC=C1)N1C2CC(C1)(C2)CN2CCOCC2 N-(5-cyclopentyl-1H-pyrazol-3-yl)-2-[4-(N-morpholinylmethyl)-2-azabicyclo[2.1.1]hex-2-yl]pyrimidin-4-amine